N-(4-(4-amino-3-(4-(cyclopentyloxy)-3-fluorophenyl)-7-oxo-6,7-dihydro-2H-pyrazolo[3,4-d]pyridazin-2-yl)phenyl)acrylamide NC=1C=2C(C(NN1)=O)=NN(C2C2=CC(=C(C=C2)OC2CCCC2)F)C2=CC=C(C=C2)NC(C=C)=O